OCC1CN(CCC1)C1=NC(=NC(=C1)N(C)CC1=CC(=C(C(=C1)OC)OC)OC)NC=1SC(=C(N1)C)C(=O)OCC 2-[[4-[3-hydroxymethylpiperidin-1-yl]-6-[[N-[(3,4,5-trimethoxyphenyl)methyl]]-N-(methyl)amino]-2-pyrimidinyl]amino]-4-methyl-5-thiazolecarboxylic acid, ethyl ester